CC1=C(C=NC=2OCCNC21)N2CC=1N=C(N=CC1CC2)N 7-{8-methyl-1H,2H,3H-pyrido[2,3-b][1,4]oxazin-7-yl}-5H,6H,7H,8H-pyrido[3,4-d]pyrimidin-2-amine